COC1=CC=C(C=C1)CN(C1=NC(=NC=2N1N=CC2C2=CC=CC=C2)N2CCOCC2)CC2=NC1=C(N2CC2=CC=C(C=C2)OC)C=CC=C1 N-[(4-methoxyphenyl)methyl]-N-({1-[(4-methoxyphenyl)methyl]-1H-benzimidazol-2-yl}methyl)-2-(morpholin-4-yl)-8-phenylpyrazolo[1,5-a][1,3,5]triazin-4-amine